NC1=NC=C(C2=C1C(=NN2C(C)C)C2=C(C(=C(C=C2)NS(=O)(=O)C2=C(C=CC=C2)F)F)Cl)C2=CCC(CC2)NC2COC2 N-(4-(4-amino-1-isopropyl-7-(4-(oxetan-3-ylamino)cyclohex-1-en-1-yl)-1H-pyrazolo[4,3-c]pyridin-3-yl)-3-chloro-2-fluorophenyl)-2-fluorobenzenesulfonamide